C(C)(C)(C)OC(=O)N(CCN1N=CC(=C1)C(=O)OCC)C ethyl 1-(2-{[(tert-butoxy)carbonyl](methyl)amino}ethyl)-1H-pyrazole-4-carboxylate